5-amino-2,3-dihydrobenzo[b]thiophene 1,1-dioxide NC1=CC2=C(S(CC2)(=O)=O)C=C1